ClC=1C(=NC(=C(C(=O)NC2=CC(=NC=C2)OC)C1)OC1=C(C=C(C=C1)F)OC1CCCC1)C(F)(F)F 5-chloro-2-(2-(cyclopentyloxy)-4-fluorophenoxy)-N-(2-methoxypyridin-4-yl)-6-(trifluoromethyl)nicotinamide